CCCCCCCCCCCCCCCCCCC(=O)O[C@H]1CC[C@@]2([C@H]3CC[C@]4([C@H]([C@@H]3CC=C2C1)CC[C@@H]4[C@H](C)CCCC(C)C)C)C The molecule is a cholesterol ester derived obtained by formal condensation of the carboxy group of nonadecanoic acid with the 3-hydroxy group of cholesterol. It has a role as a human blood serum metabolite. It derives from a nonadecanoic acid.